O1CC(=CCC1)CO (5,6-dihydro-2H-pyran-3-yl)methanol